C(C)(C)(C)C=1C(=C(C(C(C1)(O)C)N)C(C)(C)C)C di-t-butyl-(p-dimethyl-aminophenol)